NC(C([C@H](C[C@@H]1C(NCC1)=O)NC([C@H](CC1CCCCC1)NC(=O)C1(C2=CC=CC=C2C=2C=CC=CC12)O)=O)=O)=O N-((S)-1-(((S)-4-amino-3,4-dioxo-1-((R)-2-oxopyrrolidin-3-yl)butan-2-yl)amino)-3-cyclohexyl-1-oxopropan-2-yl)-9-hydroxy-9H-fluorene-9-carboxamide